diethylene glycol mono-sulfate sodium salt [Na+].S(=O)(=O)([O-])OCCOCCO